Cl.C(C)OC(=O)C1CNCCC1 piperidine-3-carboxylic acid ethyl ester hydrochloride